NC[C@H]1N(CC2=CC=CC=C2C1)C(=O)C1=C(C=C(C=C1)Cl)C1=CC(=C(N1C)C)C(=O)N(C=1C=NN(C1)C)C1=CC=C(C=C1)O 5-(2-{[(3S)-3-(aminomethyl)-3,4-dihydroisoquinolin-2(1H)-yl]carbonyl}-5-chlorophenyl)-N-(4-hydroxyphenyl)-1,2-dimethyl-N-(1-methyl-1H-pyrazol-4-yl)-1H-pyrrole-3-carboxamide